ClC=1C=C(C=CC1)S(=O)(=O)N1N=C2C3=C(C(C(C2=C1C)=O)=O)C=CC=C3 2-(3-chlorobenzenesulfonyl)-3-methyl-2H-benzo[g]indazole-4,5-dione